1,1,2,2-tetramethoxy-ethane COC(C(OC)OC)OC